(2R,5S)-2-[4-(4-fluorophenoxy)phenyl]-5-[(pyrimidin-2-ylamino)methyl]-1,4-thiazepan-3-one FC1=CC=C(OC2=CC=C(C=C2)[C@H]2SCC[C@H](NC2=O)CNC2=NC=CC=N2)C=C1